C(C=C)(=O)OCCC(=O)O β-carboxylethyl acrylate